BrC=1C(=C(NC1C(F)(F)F)C1=CC=C(C=C1)Cl)C#N 4-bromo-2-(4-chlorophenyl)-5-trifluoromethylpyrrole-3-nitrile